N-[(1R,5S)-3-azabicyclo[3.1.0]hexan-6-yl]-4-bromo-isoquinolin-1-amine [C@@H]12CNC[C@H]2C1NC1=NC=C(C2=CC=CC=C12)Br